ClC1=C(C(=CC=C1)Cl)C1=CC2=C(N=C(N=C2)NC2=CC(=C(N=N2)OCCN2CCS(CC2)(=O)=O)CNC(OC2=CC=CC=C2)=O)N(C1=O)C phenyl N-[[6-[[6-(2,6-dichlorophenyl)-8-methyl-7-oxo-pyrido[2,3-d]pyrimidin-2-yl]amino]-3-[2-(1,1-dioxo-1,4-thiazinan-4-yl)ethoxy]pyridazin-4-yl]methyl]carbamate